1-(6-(3-bromophenyl)-6-(4-methyl-4H-1,2,4-triazol-3-yl)-2-azaspiro[3.3]heptan-2-yl)ethanone BrC=1C=C(C=CC1)C1(CC2(CN(C2)C(C)=O)C1)C1=NN=CN1C